(10R)-3-((2-chloro-5-((2-methyl-1,1-dioxidothiomorpholino)methyl)pyrimidin-4-yl)oxy)-10-methyl-9,10,11,12-tetrahydro-8H-[1,4]diazepino[5',6':4,5]thieno[3,2-f]quinoxalin-8-one ClC1=NC=C(C(=N1)OC1=NC=2C=CC3=C(C2N=C1)C1=C(S3)C(N[C@@H](CN1)C)=O)CN1CC(S(CC1)(=O)=O)C